O-pentylhydroxylamine C(CCCC)ON